NC1=NN(C2=NC(=CC(=C21)C2=CC=C(C=C2)NC(=O)C=2C(N(C=CC2OCC)C2=CC=C(C=C2)F)=O)C2CCN1C(CCC1C2)=O)C N-(4-(3-amino-1-methyl-6-(3-oxooctahydroindolizin-7-yl)-1H-pyrazolo[3,4-b]pyridin-4-yl)phenyl)-4-ethoxy-1-(4-fluorophenyl)-2-oxo-1,2-dihydropyridine-3-carboxamide